1-(4-(2-Fluoropropyl)piperazin-1-yl)ethanone FC(CN1CCN(CC1)C(C)=O)C